C(=C)C=1C=CC=C(C1)O 5-vinyl-phenol